2-(2-hydroxyethyl-aminomethyl)-4-aminophenol OCCC(C1=C(C=CC(=C1)N)O)N